FC(C1=NN=C(O1)C=1C=C(C(=NC1)CN1N=NC(=C1)C=1C=NC=C(C=O)C1)F)F 5-(1-((5-(5-(difluoromethyl)-1,3,4-oxadiazol-2-yl)-3-fluoropyridin-2-yl)methyl)-1H-1,2,3-triazol-4-yl)nicotinaldehyde